ClC1=C(C=C(C=C1)F)[C@@H]1CC[C@H](CC1)CCNC1CCOCC1 4-((2-((trans)-4-(2-Chloro-5-fluorophenyl)cyclohexyl)-ethyl)amino)tetrahydro-2H-pyran